N-(5-methyl-4-oxo-2,3,4,5-tetrahydrobenzo[b][1,4]oxazepin-3-yl)-5-(phenylsulfonyl)thiazole-2-carboxamide CN1C2=C(OCC(C1=O)NC(=O)C=1SC(=CN1)S(=O)(=O)C1=CC=CC=C1)C=CC=C2